methyl 3-(9-((3-(aminomethyl)bicyclo[1.1.1]pentan-1-yl)carbamoyl)-4,5-dihydrobenzo[b]thieno[2,3-d]oxepin-8-yl)-6-(propylcarbamoyl)picolinate NCC12CC(C1)(C2)NC(=O)C2=CC1=C(OCCC3=C1SC=C3)C=C2C=2C(=NC(=CC2)C(NCCC)=O)C(=O)OC